(±)-4-(4-(1-Aminoethyl)-8-fluoroquinolin-6-yl)-5-fluoro-N-(5-(piperazin-1-yl)pyridin-2-yl)pyrimidin-2-amine N[C@H](C)C1=CC=NC2=C(C=C(C=C12)C1=NC(=NC=C1F)NC1=NC=C(C=C1)N1CCNCC1)F |r|